N-phenethylthiazole-2-carboxamide C(CC1=CC=CC=C1)NC(=O)C=1SC=CN1